4'-Chloro-4-(3,8-diazabicyclo[3.2.1]octan-8-yl)-2-[[(2S)-pyrrolidin-2-yl]methoxy]spiro[6,8-dihydro-5H-quinazoline-7,1'-indane] ClC1=C2CCC3(C2=CC=C1)CCC=1C(=NC(=NC1C3)OC[C@H]3NCCC3)N3C1CNCC3CC1